4,6-dichloro-5-fluoro-2-(2-fluoro-pyridin-4-yl)-pyrimidine ClC1=NC(=NC(=C1F)Cl)C1=CC(=NC=C1)F